4,5,6,7-tetrakis(3,5-dibromophenyl)isobenzofuran-1,3-dione BrC=1C=C(C=C(C1)Br)C1=C2C(OC(C2=C(C(=C1C1=CC(=CC(=C1)Br)Br)C1=CC(=CC(=C1)Br)Br)C1=CC(=CC(=C1)Br)Br)=O)=O